(R)-N-(4-(chlorodifluoromethoxy)phenyl)-6-(3-hydroxypyrrolidin-1-yl)-5-(3-(p-tolyl)thioureido)nicotinamide tert-butyl-(1S,4S)-2,5-diazabicyclo[2.2.1]heptane-2-carboxylate C(C)(C)(C)OC(=O)N1[C@@H]2CN[C@H](C1)C2.ClC(OC2=CC=C(C=C2)NC(C2=CN=C(C(=C2)NC(=S)NC2=CC=C(C=C2)C)N2C[C@@H](CC2)O)=O)(F)F